(S)-1-((oxetan-2-yl)methyl)-2-((7-phenethyl-3,4-dihydroisoquinolin-2(1H)-yl)methyl)-1H-benzo[d]imidazole-6-carboxylic acid O1[C@@H](CC1)CN1C(=NC2=C1C=C(C=C2)C(=O)O)CN2CC1=CC(=CC=C1CC2)CCC2=CC=CC=C2